tert-butyl (R)-(4-(1-((2-(2-morpholinoethoxy)ethyl)carbamoyl)-3-(trifluoromethyl)-5,6-dihydroimidazo[1,5-a]pyrazin-7(8H)-yl)-4-oxo-1-(2,4,5-trifluorophenyl)butan-2-yl)carbamate O1CCN(CC1)CCOCCNC(=O)C=1N=C(N2C1CN(CC2)C(C[C@@H](CC2=C(C=C(C(=C2)F)F)F)NC(OC(C)(C)C)=O)=O)C(F)(F)F